OC(CC(=O)[O-])C.[Na+] racemic-sodium β-hydroxybutyrate